The molecule is a coumarate that is the conjugate base of 4-coumaric acid. It has a role as a plant metabolite. It is a conjugate base of a 4-coumaric acid. C1=CC(=CC=C1/C=C/C(=O)O)[O-]